6-(4-ethoxyphenyl)picolinic acid C(C)OC1=CC=C(C=C1)C1=CC=CC(=N1)C(=O)O